O=C1NC(CCC1C1NCC2=C(C=CC=C12)NCC1=C(C=C(C=C1)CO)F)=O 2,6-dioxopiperidin-3-yl-4-((2-fluoro-4-(hydroxymethyl)benzyl)amino)isoindoline